BrC1=CC(=C(C(=C1)C(C)NCCO)O)Cl 4-bromo-2-chloro-6-{1-[(2-hydroxyethyl)amino]ethyl}phenol